γ-propargyl-L-glutamate C(C#C)C(C[C@H](N)C(=O)[O-])C(=O)[O-]